C1(CC1)[C@H](C)N1C(C2=C(C=C(C=C2C1)C1=CC(=NN1COCC[Si](C)(C)C)NC(C)=O)NS(=O)(=O)C)=O (S)-N-(5-(2-(1-cyclopropylethyl)-7-(methylsulfonylamino)-1-oxoisoindolin-5-yl)-1-((2-(trimethylsilyl)ethoxy)methyl)-1H-pyrazol-3-yl)acetamide